ClC1=C(C=2N=C(N=C(C2C(=N1)C#C[Si](C(C)C)(C(C)C)C(C)C)O)SC)F 7-chloro-8-fluoro-2-(methylthio)-5-((triisopropylsilyl)ethynyl)pyrido[4,3-d]pyrimidin-4-ol